6-(3-isopropyl-5-(1-(tetrahydro-2H-pyran-4-yl)piperidin-4-yl)-1H-indol-2-yl)-2,4-dimethylpyridazin-3(2H)-one C(C)(C)C1=C(NC2=CC=C(C=C12)C1CCN(CC1)C1CCOCC1)C=1C=C(C(N(N1)C)=O)C